BrC1=NC=NC2=C1N(C=1C=CC(=CC21)CN(C)C)CC(F)(F)F 1-(4-bromo-5-(2,2,2-trifluoroethyl)-5H-pyrimido[5,4-b]indol-8-yl)-N,N-dimethylmethanamine